BrC1=CC(=C(C=C1F)NS(=O)(=O)C1=CNC(=C1)C1=C(C=CC(=C1)Cl)F)F N-(4-bromo-2,5-difluorophenyl)-5-(5-chloro-2-fluorophenyl)-1H-pyrrole-3-sulfonamide